C(C1=CC(C(=O)OCCCCCCC)=CC=C1)(=O)OCCCCCC (n-hexyl) (n-heptyl) isophthalate